3-(4-{6-[2-(6-Fluoro-4-methoxy-2-methyl-indol-1-yl)-ethylamino]-pyrimidin-4-yl}-phenyl)-4H-[1,2,4]oxadiazol-5-on FC1=CC(=C2C=C(N(C2=C1)CCNC1=CC(=NC=N1)C1=CC=C(C=C1)C1=NOC(N1)=O)C)OC